3-chloro-N1-cyclopentylbenzene-1,4-diamine ClC=1C=C(C=CC1N)NC1CCCC1